1-[[(3S)-3-methyl-6-(3-methylpentoxy)-3,4-dihydronaphthalen-2-yl]methyl]azetidine-3-carboxylic acid C[C@@H]1C(=CC2=CC=C(C=C2C1)OCCC(CC)C)CN1CC(C1)C(=O)O